N1(C=CC=C1)CC=1C=C(C(=O)OC)C=CC1Br methyl 3-((1H-pyrrol-1-yl) methyl)-4-bromobenzoate